2-(benzyloxY)-7-(4-(2,6-bis(benzyloxy)pyridin-3-yl)-3,5-difluorophenyl)-7-azaspiro[3.5]nonane C(C1=CC=CC=C1)OC1CC2(C1)CCN(CC2)C2=CC(=C(C(=C2)F)C=2C(=NC(=CC2)OCC2=CC=CC=C2)OCC2=CC=CC=C2)F